melamine borate salt B(O)(O)O.N1=C(N)N=C(N)N=C1N